N-(oxetan-3-ylmethyl)-1-[4-(6-{2-[3-(trifluoromethoxy)phenyl]acetamido}pyridazin-3-yl)butyl]-1H-1,2,3-triazole-4-carboxamide O1CC(C1)CNC(=O)C=1N=NN(C1)CCCCC=1N=NC(=CC1)NC(CC1=CC(=CC=C1)OC(F)(F)F)=O